tert-butyl (4Z)-4-[2-(dimethylamino)ethylidene]-3-oxo-2-azabicyclo[3.1.0]hexane-2-carboxylate CN(C\C=C\1/C(N(C2CC12)C(=O)OC(C)(C)C)=O)C